4-methyl-N-(2-methylallyl)benzenesulfonamide CC1=CC=C(C=C1)S(=O)(=O)NCC(=C)C